COC(C1=C(C=C(C(=C1)[N+](=O)[O-])CN(C)C)SC1=NN=NN1C)=O.COC1=CC=C(NC)C=C1 4-methoxy-N-methyl-aniline methyl-4-[(dimethylamino)methyl]-2-(1-methyltetrazol-5-yl)sulfanyl-5-nitro-benzoate